C1(=CC(=CC=C1)C([C@@H]1N(CCC[C@@H]1NS(=O)(=O)C)C(=O)OC(C)C)(F)F)C1=CC=CC=C1 isopropyl cis-2-(biphenyl-3-yl(difluoro)methyl)-3-((methylsulfonyl)amino)piperidine-1-carboxylate